7-(4-(4-(difluoromethyl)pyridin-3-yl)cyclohexyl)-3-methylpyrido[2,3-b]pyrazin-6(5H)-one FC(C1=C(C=NC=C1)C1CCC(CC1)C1=CC=2C(=NC(=CN2)C)NC1=O)F